ClC=1C=C(C=C(C1)F)N1C=C(C=2C(C(CCC12)(F)F)O)S(=O)(=O)C 1-(3-chloro-5-fluorophenyl)-5,5-difluoro-3-((S)-methylsulfonyl)-4,5,6,7-tetrahydro-1H-indol-4-ol